(2S,3S)-3-((bis(benzyloxy)phosphoryl)oxy)butan-2-yl (chloromethyl) carbonate C(O[C@@H](C)[C@H](C)OP(=O)(OCC1=CC=CC=C1)OCC1=CC=CC=C1)(OCCl)=O